5-[2-(4-butylphenyl)ethynyl]-2-ethynyl-1,3-difluorobenzene C(CCC)C1=CC=C(C=C1)C#CC=1C=C(C(=C(C1)F)C#C)F